N-[(4-cyclopropanesulfonamidopyridin-2-yl)methyl]-1-(6-ethoxypyrazin-2-yl)pyrazole-4-carboxamide C1(CC1)S(=O)(=O)NC1=CC(=NC=C1)CNC(=O)C=1C=NN(C1)C1=NC(=CN=C1)OCC